3-(N-(4-ethoxyphenyl)sulfamoyl)-N-(pyridin-2-yl)benzamide C(C)OC1=CC=C(C=C1)NS(=O)(=O)C=1C=C(C(=O)NC2=NC=CC=C2)C=CC1